C(C)OC=1C=C(C=O)C=CC1OC(C\C=C/CC)CCCCC (Z)-3-ethoxy-4-(undec-3-en-6-yloxy)benzaldehyde